6-Chloro-1-(2,4-diisopropyl-3-pyridyl)-4-[(2S,5R)-2,5-dimethyl-4-prop-2-enoyl-piperazin-1-yl]-7-(o-tolyl)pyrido[2,3-d]pyrimidin-2-one ClC1=CC2=C(N(C(N=C2N2[C@H](CN([C@@H](C2)C)C(C=C)=O)C)=O)C=2C(=NC=CC2C(C)C)C(C)C)N=C1C1=C(C=CC=C1)C